[Cl-].CO[Si](OC)(OC)CCCC(CC[NH+](C)C)CCCCCCCCCCCCCCC 3-(trimethoxysilylpropyl)dimethyloctadecyl-ammonium chloride